tert-butyl (2-(5,6-bis((4-methoxybenzyl)oxy)-1,3-dioxoisoindolin-2-yl)ethyl)carbamate COC1=CC=C(COC=2C=C3C(N(C(C3=CC2OCC2=CC=C(C=C2)OC)=O)CCNC(OC(C)(C)C)=O)=O)C=C1